N-(3-((4-(pyridin-4-yl)-[2,4'-bithiazol]-2'-yl)amino)phenyl)acetamide N1=CC=C(C=C1)C=1N=C(SC1)C=1N=C(SC1)NC=1C=C(C=CC1)NC(C)=O